C1(CCC1)CN(C(OC(C)(C)C)=O)[C@H]1CN(CCC1)C=1C=NC(=CC1)C(C)N1N=NC(=C1)C=1N=C2N(C(C1)=O)C=CC=C2 tert-butyl (cyclobutylmethyl)((3R)-1-(6-(1-(4-(4-oxo-4H-pyrido[1,2-a]pyrimidin-2-yl)-1H-1,2,3-triazol-1-yl)ethyl)pyridin-3-yl)piperidin-3-yl)carbamate